N2,N3-bis(4-(trifluoromethyl)phenyl)pyrazine-2,3-diamine FC(C1=CC=C(C=C1)NC1=NC=CN=C1NC1=CC=C(C=C1)C(F)(F)F)(F)F